7-bromo-6-chloro-8-fluoro-2-(((2R,7aS)-2-fluorotetrahydro-1H-pyrrolizin-7a(5H)-yl)methoxy)-4-methoxyquinazoline BrC1=C(C=C2C(=NC(=NC2=C1F)OC[C@]12CCCN2C[C@@H](C1)F)OC)Cl